trimethyl-tetradecylammonium iodide [I-].C[N+](CCCCCCCCCCCCCC)(C)C